6-Chloro-7-(2-fluoro-6-methoxyphenyl)-1-(2-isopropyl-4-methylpyridin-3-yl)-3-nitro-1,8-naphthyridine-2,4(1H,3H)-dione ClC=1C=C2C(C(C(N(C2=NC1C1=C(C=CC=C1OC)F)C=1C(=NC=CC1C)C(C)C)=O)[N+](=O)[O-])=O